N-[[4-(methylamino)-2-methylsulfanyl-pyrimidin-5-yl]methyl]-8-(trifluoromethyl)-1,2,3,4-tetrahydroquinolin-4-amine CNC1=NC(=NC=C1CNC1CCNC2=C(C=CC=C12)C(F)(F)F)SC